NC(C([C@H](C[C@H]1C(NCC1)=O)NC([C@H](CC1CCCCC1)NC(OC(C(C)(C)C1=CC(=CC=C1)Cl)C1=CC(=CC=C1)F)=O)=O)=O)=O 2-(3-chlorophenyl)-1-(3-fluorophenyl)-2-methylpropyl ((S)-1-(((S)-4-amino-3,4-dioxo-1-((S)-2-oxopyrrolidin-3-yl)butan-2-yl)amino)-3-cyclohexyl-1-oxopropan-2-yl)carbamate